ClC=1C=C(C=CC1)[C@H](CO)NC(=O)NC=1C=NN(C1)C1=NC(=NC=C1C)NC1=C(C=CC=C1)Cl (R)-1-(1-(3-chlorophenyl)-2-hydroxyethyl)-3-(1-(2-((2-chloro-phenyl)amino)-5-methylpyrimidin-4-yl)-1H-pyrazol-4-yl)urea